4-((2-(2-Isopropylpyridin-3-yl)-7-methyl-8-oxo-7,8-dihydro-9H-purin-9-yl)methyl)benzonitrile C(C)(C)C1=NC=CC=C1C1=NC=C2N(C(N(C2=N1)CC1=CC=C(C#N)C=C1)=O)C